diethyl ((5-(acetamidomethyl)-3-bromo-7-(4,4,4-trifluorobutoxy)benzo[b]thiophen-2-yl)difluoromethyl)phosphonate C(C)(=O)NCC1=CC2=C(SC(=C2Br)C(F)(F)P(OCC)(OCC)=O)C(=C1)OCCCC(F)(F)F